C1=CN(C(=O)N=C1N)[C@H]2[C@@H]([C@@H]([C@H](O2)COP(=O)(O)O[C@@H]3[C@H](O[C@H]([C@@H]3O)N4C=CC(=NC4=O)N)COP(=O)(O)O[C@@H]5[C@H](O[C@H]([C@@H]5O)N6C=CC(=NC6=O)N)COP(=O)(O)O[C@@H]7[C@H](O[C@H]([C@@H]7O)N8C=NC9=C(N=CN=C98)N)COP(=O)(O)O[C@@H]1[C@H](O[C@H]([C@@H]1O)N1C=NC2=C1N=C(NC2=O)N)COP(=O)(O)O[C@@H]1[C@H](O[C@H]([C@@H]1O)N1C=CC(=O)NC1=O)COP(=O)(O)O[C@@H]1[C@H](O[C@H]([C@@H]1O)N1C=NC2=C1N=C(NC2=O)N)CO)O)O The molecule is an RNA fragment comprised of two guanosine, one uridine, one adenosine and three cytidine residues connected by 3'->5' phosphodiester linkages in the sequence G-U-G-A-C-C-C.